N1(N=CN=C1)C1=CC=C(C=C1)NC(CCN1C2=C(SCC1=O)C=CC=C2)=O N-(4-(1H-1,2,4-TRIAZOL-1-YL)PHENYL)-3-(3-OXO-2,3-DIHYDRO-4H-BENZO[B][1,4]THIAZIN-4-YL)PROPANAMIDE